lauryl pyrrolidonecarboxylate N1(C(CCC1)=O)C(=O)OCCCCCCCCCCCC